S-methyl N-butylthiocarbamate C(CCC)NC(SC)=O